isoindolin-1-one-3,3-d2 C1(NC(C2=CC=CC=C12)([2H])[2H])=O